C(C)(C)(C)N(C(O)=O)[C@H]1CN(CC1)C1=NC=CC2=CC(=CC=C12)NC(C#CC)=O.NC1=CC=C(OC2=CC(=CC(=C2)OC2=CC=C(C=C2)N)OC2=CC=C(C=C2)N)C=C1 1,3,5-tri(4-aminophenoxy)benzene (R)-tert-butyl-(1-(6-(but-2-ynamido)isoquinolin-1-yl)pyrrolidin-3-yl)carbamate